N6-[(4-nitrophenyl)methyl]-N2-[[3-(trifluoromethyl)phenyl]methyl]-9H-Purine-2,6-diamine [N+](=O)([O-])C1=CC=C(C=C1)CNC1=C2N=CNC2=NC(=N1)NCC1=CC(=CC=C1)C(F)(F)F